C(C)(C)(C)NCCCNCC12CC3(CC(CC(C1)C3)C2)C2=CC=C(C=C2)Cl N-tert-Butyl-N'-[3-(4-chloro-phenyl)-adamantan-1-yl-methyl]-propane-1,3-diamine